2-(1-(fluoromethyl)-2-oxabicyclo[2.1.1]hex-4-yl)-7-isopropoxylimidazo[1,2-a]pyrimidine-6-carboxylic acid FCC12OCC(C1)(C2)C=2N=C1N(C=C(C(=N1)OC(C)C)C(=O)O)C2